propan-1-aminium 2,2,2-trifluoroacetate FC(C(=O)[O-])(F)F.C(CC)[NH3+]